O1CCC(CC1)N tetrahydro-pyran-4-ylamine